2-(1-((5-bromo-1-ethyl-1H-pyrazol-4-yl)methyl)-1H-pyrazol-5-yl)-5-fluoropyridin BrC1=C(C=NN1CC)CN1N=CC=C1C1=NC=C(C=C1)F